CN(C1=CC(=C(C=C1)N1/C(/SCC1=O)=N/C(=O)NC1=C(C=C(C=C1)C1=NN(C=N1)C1=CC=C(C=C1)OC(F)(F)F)F)C(C)C)C (Z)-1-(3-(4-(dimethylamino)-2-isopropylphenyl)-4-oxothiazolidin-2-ylidene)-3-(2-fluoro-4-(1-(4-(trifluoromethoxy)phenyl)-1H-1,2,4-triazol-3-yl)phenyl)urea